FC1=C(CN2C(C3=NC=CC=C3C2=O)([2H])[2H])C(=CC(=C1)C=1C2=CN(N=C2C(=CC1)OC(COC)C)C)F 6-(2,6-difluoro-4-(7-((1-methoxypropan-2-yl)oxy)-2-methyl-2H-indazol-4-yl)benzyl)-6,7-dihydro-5H-pyrrolo[3,4-b]pyridin-5-one-7,7-d2